NC=1N=NC(=CC1N1N=C(C(=C1)N1CCN(CC1)C1CCC(CC1)C1=CC=CC=2N(CCOC21)[C@H]2C(NC(CC2)=O)=O)C)C2=C(C=CC=C2)O (3R)-3-[8-[4-[4-[1-[3-amino-6-(2-hydroxyphenyl)pyridazin-4-yl]-3-methyl-pyrazol-4-yl]piperazin-1-yl]cyclohexyl]-2,3-dihydro-1,4-benzoxazin-4-yl]piperidine-2,6-dione